PC(C(=O)O)CC(=O)O monophosphinosuccinic acid